C(#N)CN1C(=CC=2CCCCC12)C(=O)OCC ethyl 1-(cyanomethyl)-4,5,6,7-tetrahydro-1H-indole-2-carboxylate